3,5-dihydrazinocarbonylbenzenesulfonic acid N(N)C(=O)C=1C=C(C=C(C1)C(=O)NN)S(=O)(=O)O